C1C(CCCC1)O 2-cyclohexanol